(R)-N-(tert-butyldimethylsilyl)-5,6-dihydro-8H-imidazo[5,1-c][1,4]oxazine [Si](C)(C)(C(C)(C)C)N1CN2C(COCC2)=C1